S-Nitrosocysteine N(=O)SC[C@H](N)C(=O)O